FC1=CC=C2C(=C1)OC(C1=C2NC2=C(C=C(C=C12)F)F)C1=NN=C(O1)C(=O)OCC ethyl 5-{3,8,10-trifluoro-6H,11H-chromeno[4,3-b]indol-6-yl}-1,3,4-oxadiazole-2-carboxylate